C=CC=CCCC 1,3-heptadiene